ethyl 2-[4-(4-benzyloxycarbonylpiperazin-1-yl)-2-methyl-anilino]-5,6-dihydropyrimido[4,5-e]indolizine-7-carboxylate C(C1=CC=CC=C1)OC(=O)N1CCN(CC1)C1=CC(=C(NC=2N=CC3=C(N4C=CC(=C4CC3)C(=O)OCC)N2)C=C1)C